N2-(5,7-difluoro-1H-indol-3-yl)-N1-methyl-5-(trifluoromethyl)-1H-benzo[d]imidazol-1,2-diamine FC=1C=C2C(=CNC2=C(C1)F)NC1=NC2=C(N1NC)C=CC(=C2)C(F)(F)F